1-cyclohexaneacetic acid C1(CCCCC1)CC(=O)O